Cl.Cl.N1CC(C1)OCCCCCC1=CC=C2CCCNC2=N1 7-(5-(azetidin-3-yloxy)pentyl)-1,2,3,4-tetrahydro-1,8-naphthyridine dihydrochlorid